C[Sn](C1=NC=CC=C1)(C)C trimethyl-(2-pyridyl)tin